zinc (III) trifluoromethanesulfonate FC(S(=O)(=O)[O-])(F)F.[Zn+3].FC(S(=O)(=O)[O-])(F)F.FC(S(=O)(=O)[O-])(F)F